(S)-3-((3-Oxo-3-(pyrrolidin-3-yloxy)propyl)amino)-7-(trifluoromethoxy)benzo[e][1,2,4]Triazine-1,4-dioxide O=C(CCNC=1N=[N+](C2=C([N+]1[O-])C=CC(=C2)OC(F)(F)F)[O-])O[C@@H]2CNCC2